3-(benzyloxy)-1-(4-ethoxy-2-methyl-4-oxobutyl)-1H-pyrazole-5-carboxylic acid ethyl ester C(C)OC(=O)C1=CC(=NN1CC(CC(=O)OCC)C)OCC1=CC=CC=C1